[Mn+2].ClC1(N2CCN(CC(N(CCN(C1C1=CC=CC=C1)C)CC2)C2=CC=CC=C2)C)Cl Dichloro-4,10-dimethyl-3,8-diphenyl-1,4,7,10-tetraazabicyclo[5.5.2]tetradecane Manganese(II)